5-cyano-4-(3,3-dimethylpiperazin-1-yl)-N-(7-fluoro-2-methylimidazo[1,2-a]pyridin-6-yl)-2,3-dihydro-1H-pyrrolo[2,3-b]pyridine-1-carboxamide formate C(=O)O.C(#N)C=1C(=C2C(=NC1)N(CC2)C(=O)NC=2C(=CC=1N(C2)C=C(N1)C)F)N1CC(NCC1)(C)C